N-(4-hydroxyphenyl)arachidonamide OC1=CC=C(C=C1)NC(CCC\C=C/C\C=C/C\C=C/C\C=C/CCCCC)=O